COC(=O)C1=CC=2NC(C=3N(C2N=C1)C=C(C3)C)=O 8-methyl-6-oxo-5,6-dihydropyrido[3,2-e]pyrrolo[1,2-a]pyrazine-3-carboxylic acid methyl ester